C(C)(C)(C)OC(/N=C\1/N(C(C[C@@](N1)(C)C1=C(C(=CC=C1)NC(=O)OCC1=CC=CC=C1)Cl)=O)C1CCC(CC1)(F)F)=O (NE)-N-{(4S)-4-[3-(Benzyloxycarbonylamino)-2-chlorophenyl]-1-(4,4-difluorocyclohexyl)-4-methyl-6-oxohexahydropyrimidin-2-ylidene}carbamic acid tert-butyl ester